tert-butyl 4-(5-((2-methoxy-6-methylquinolin-8-yl)carbamoyl)pyrazin-2-yl)piperazine-1-carboxylate COC1=NC2=C(C=C(C=C2C=C1)C)NC(=O)C=1N=CC(=NC1)N1CCN(CC1)C(=O)OC(C)(C)C